methyl 4-((3-(4-(((3R,4S)-3-fluoro-1-((R)-2-hydroxy-3-methoxypropyl) piperidin-4-yl)amino)-1-(2,2,2-trifluoroethyl)-1H-indol-2-yl)prop-2-yn-1-yl)amino)-3-methoxybenzoate F[C@@H]1CN(CC[C@@H]1NC1=C2C=C(N(C2=CC=C1)CC(F)(F)F)C#CCNC1=C(C=C(C(=O)OC)C=C1)OC)C[C@H](COC)O